C(C)(C)(C)N(C(O)=O)CC=1C=CC2=C(C1)C1(CCNCC1)CO2.S(C#N)CC(CSC#N)N(C)C 1,3-dithiocyanato-2-(dimethylamino)propane tert-butyl-((2H-spiro[benzofuran-3,4'-piperidin]-5-yl)methyl)carbamate